4-(3-chloropyrazin-2-yl)-2-fluorobenzoic acid ClC=1C(=NC=CN1)C1=CC(=C(C(=O)O)C=C1)F